OC(C(=O)N1[C@H]([C@H](CC1)NS(=O)(=O)C)CC=1C(=C(C=CC1)C1=CC(=CC(=C1)F)F)F)(C)C N-((2S,3S)-1-(2-hydroxy-2-methylpropanoyl)-2-((2,3',5'-trifluorobiphenyl-3-yl)methyl)pyrrolidine-3-yl)methanesulfonamide